(((4-(benzyloxy)-2,3,5,6-tetrafluorophenoxy)methyl)sulfonyl)-5,5-dimethyl-4,5-dihydroisoxazole C(C1=CC=CC=C1)OC1=C(C(=C(OCS(=O)(=O)C2=NOC(C2)(C)C)C(=C1F)F)F)F